2-(5,6-dihydro-1H-cyclobut[f]indol-3-yl)acetic acid N1C=C(C2=CC3=C(C=C12)CC3)CC(=O)O